azidoketone N(=[N+]=[N-])C(=O)N=[N+]=[N-]